BrC=1C=C(C=CC1)C1=CN=C(O1)CNC(=O)[C@H]1N(C[C@@H](C1)O)C([C@H](C(C)(C)C)N1N=NC(=C1)C1CC1)=O (2S,4R)-N-[[5-(3-bromophenyl)oxazol-2-yl]methyl]-1-[(2S)-2-(4-cyclopropyltriazol-1-yl)-3,3-dimethyl-butanoyl]-4-hydroxy-pyrrolidine-2-carboxamide